C(CCCCCCCCCCC)C1=CC=C(C=C1)S(=O)(=O)O 4-dodecyl-benzene-sulfonic acid